COC1=C(C=CC(=C1)OC)C1=CN=C2C(=N1)NC=N2 6-(2,4-dimethoxyphenyl)-1H-imidazo[4,5-b]pyrazine